4-(4-(5-(4-chloro-3-fluorophenyl)-7,7-dimethyl-6,7-dihydro-5H-pyrrolo[2,3-b]pyrazine-2-carbonyl)-3,3-dimethylpiperazin-1-yl)-2,6-dimethylnicotinic acid ClC1=C(C=C(C=C1)N1CC(C=2C1=NC=C(N2)C(=O)N2C(CN(CC2)C2=CC(=NC(=C2C(=O)O)C)C)(C)C)(C)C)F